[Na+].CO[C@H]1[C@H](O)[C@@H](O)[C@H](O)[C@H](O1)C(=O)[O-] 1-O-methyl-β-D-glucuronic acid, sodium salt